(R)-3-(3-methoxy-4-((6-(3-phenylisoxazolidin-2-yl)pyrimidin-4-yl)amino)phenyl)oxazolidin-2-one COC=1C=C(C=CC1NC1=NC=NC(=C1)N1OCC[C@@H]1C1=CC=CC=C1)N1C(OCC1)=O